NC=1C=C(C(=NC1)C1=C(C=2N=CN=C(C2N1C1=CC(=C(C=C1)OCC1=CC=CC=C1)F)NCC1=CC=C(C=C1)OC)CC)OC 6-(5-amino-3-methoxypyridin-2-yl)-5-(4-(benzyloxy)-3-fluorophenyl)-7-ethyl-N-(4-methoxybenzyl)-5H-pyrrolo[3,2-d]pyrimidin-4-amine